P(OC(C1=C(C(=C(C=C1C)C)C1=CC=CC=C1)C)=O)([O-])=O.[Li+] Lithium phenyl-2,4,6-trimethylbenzoyl phosphonate